OB1OCC2=C1C=C(C=C2C(F)(F)F)C(=O)NC[C@@H](CCC(=O)O)NC(=O)C2=CC1=C(B(OC1)O)C(=C2)C(F)(F)F (R)-5-(1-hydroxy-4-(trifluoromethyl)-1,3-dihydrobenzo[c][1,2]oxaborole-6-carboxamido)-4-(1-hydroxy-7-(trifluoromethyl)-1,3-dihydrobenzo[c][1,2]oxaborole-5-carboxamido)pentanoic acid